ethaneimidate C(C)([O-])=N